bromo-2-chloro-N-[(dimethylamino)methylidene]pyridine-3-sulfonamide BrC1=C(C(=NC=C1)Cl)S(=O)(=O)N=CN(C)C